(S)-4-methyl-5-oxo-oxazolidine-3-carboxylic acid benzyl ester C(C1=CC=CC=C1)OC(=O)N1COC([C@@H]1C)=O